N1N=CC(=C1)C=1C2=C(C(=NC1)NCC=1C=C(C=CC1)NC(=O)C=1SC=3CN(CCC3N1)C)CCO2 N-(3-(((7-(1H-pyrazol-4-yl)-2,3-dihydrofuro[3,2-c]pyridin-4-yl)amino)methyl)phenyl)-5-methyl-4,5,6,7-tetrahydrothiazolo[5,4-c]pyridine-2-carboxamide